C(C)(C)(C)OC(=O)N1C2CC(=C(CC1CC2)CO)C2=CC=C(C=C2)F 3-(4-fluorophenyl)-4-(hydroxymethyl)-9-azabicyclo[4.2.1]non-3-ene-9-carboxylic acid tert-butyl ester